5-chloro-N-((1r,4r)-4-((3-(5-chloropyridin-3-yl)-3-hydroxy-2-oxoindolin-1-yl)methyl)cyclohexyl)-2-(difluoromethyl)nicotinamide ClC=1C=NC(=C(C(=O)NC2CCC(CC2)CN2C(C(C3=CC=CC=C23)(O)C=2C=NC=C(C2)Cl)=O)C1)C(F)F